[Zn].N1C(C=CC=C1)=S pyridinethione zinc